(1-trityl-1H-imidazol-5-yl)magnesium iodide C(C1=CC=CC=C1)(C1=CC=CC=C1)(C1=CC=CC=C1)N1C=NC=C1[Mg]I